BrC1=CC(=C(C=C1)CN)C (4-bromo-2-methylphenyl)methanamine